(R)-1-(4-isopropylphenyl)-2-(phenylseleno)ethan-1-ol C(C)(C)C1=CC=C(C=C1)[C@H](C[Se]C1=CC=CC=C1)O